N1CCC(CC1)CCCCN1CCNCC1 4-(4-(piperidin-4-yl)butyl)piperazine